2-(tert-butoxy)-N-(2-(4,4-difluorocyclohexyl)-4-(2-fluorophenyl)pyridin-3-yl)pyrimidine-5-carboxamide C(C)(C)(C)OC1=NC=C(C=N1)C(=O)NC=1C(=NC=CC1C1=C(C=CC=C1)F)C1CCC(CC1)(F)F